C1(=CC=CC=C1)[C@@H](C)N.FC=1C(=C(C=CC1F)[C@H]1[C@@H](O[C@]([C@H]1C)(C(F)(F)F)C)C(=O)O)OC (2R,3s,4s,5R)-3-(3,4-difluoro-2-methoxyphenyl)-4,5-dimethyl-5-(trifluoromethyl)tetrahydrofuran-2-carboxylic acid (R)-1-phenylethane-1-amine salt